5-(3-(trifluoromethyl)phenyl)-N-(3-(2-(4-methylpiperazin-1-yl)propyl)-1,2,4-thiadiazole-5-yl)thiophene-3-carboxamide FC(C=1C=C(C=CC1)C1=CC(=CS1)C(=O)NC1=NC(=NS1)CC(C)N1CCN(CC1)C)(F)F